C1(CC1)CN1CC[C@@]23[C@@](CC4=C(N(N=C4C2)C2=NC=CC=N2)C)([C@H]1CC=1C=CC(=CC13)OC)O (6R,6aS,11aR)-14-(cyclopropylmethyl)-2-methoxy-8-methyl-9-(pyrimidin-2-yl)-5,6,9,11-tetrahydro-6,11a-(epiminoethano)naphtho[2,1-f]indazol-6a(7H)-ol